ClC1=C(C=C(C=C1)C1OC(N(C2(COC2)C1)C12CC(C1)(C2)C2=CC=NC=C2)=O)F 8-(4-chloro-3-fluorophenyl)-5-(3-(pyridin-4-yl)bicyclo[1.1.1]pentan-1-yl)-2,7-dioxa-5-azaspiro[3.5]nonan-6-one